C(C)N(C1=C(C(=NC=N1)NC[C@@]1([C@H](CN(CC1)CC(=O)N)O)O)F)CC1=C(C=C(C=C1)C(F)(F)F)F 2-((3S,4S)-4-(((6-(ethyl(2-fluoro-4-(trifluoromethyl)benzyl)amino)-5-fluoropyrimidin-4-yl)amino)methyl)-3,4-dihydroxypiperidin-1-yl)acetamide